C(#N)C1=NC=CC(=C1)C1=CN=C(O1)C(=O)N1[C@@H]2[C@H](CC1)[C@H](N(C2)C(=O)OC(C)(C)C)C tert-butyl (3aR,4R,6aR)-1-(5-(2-cyanopyridin-4-yl)oxazole-2-carbonyl)-4-methylhexahydropyrrolo-[3,4-b]-pyrrole-5(1H)-carboxylate